C(#N)C1=NC=C(C(=C1)C1=CC=2N(C=C1)N=C(C2)NC(=O)C2CC2)OC[C@@H]2CN(CC2)C (S)-N-(5-(2-cyano-5-((1-methylpyrrolidin-3-yl)methoxy)pyridin-4-yl)pyrazolo[1,5-a]pyridin-2-yl)cyclopropanecarboxamide